C(#N)N1C[C@]2(CC2C1)NC(C1=CC=C(C=C1)C1=C(C=NC=C1)SC1=CC=C(C=C1)F)=O N-((1R)-3-cyano-3-azabicyclo[3.1.0]hexan-1-yl)-4-(3-((4-fluorophenyl)thio)pyridin-4-yl)benzamide